C(#N)C1(CC=CC=C1)C1=C(C=C(C=C1)C)C 1-cyanophenyl-2,4-dimethylbenzene